IC1=C(C=CC=C1)NCC=C N-2-iodophenylallylamine